C(C(C(C(C(COCCC#N)OCCC#N)OCCC#N)OCCC#N)OCCC#N)OCCC#N 3,3',3'',3''',3'''',3'''''-(hexane-1,2,3,4,5,6-hexaylhexakis(oxy))hexapropanenitrile